CC(CC)=O methylpropan-1-one